3-(5-(((3S,5R)-3,5-dimethylpiperazin-1-yl)methyl)pyridin-3-yl)-6-(5-(6-methylpyridin-2-yl)-1H-imidazol-4-yl)quinoline C[C@H]1CN(C[C@H](N1)C)CC=1C=C(C=NC1)C=1C=NC2=CC=C(C=C2C1)C=1N=CNC1C1=NC(=CC=C1)C